(5-(4-((4,4-difluoropiperidin-1-yl)methyl)-1-methyl-1H-pyrrolo[2,3-b]pyridin-6-yl)-1-oxoisoindolin-2-yl)piperidine-2,6-dione FC1(CCN(CC1)CC1=C2C(=NC(=C1)C=1C=C3CN(C(C3=CC1)=O)N1C(CCCC1=O)=O)N(C=C2)C)F